NC1=NC=2C(=CC=CC2C=2N1C=C(N2)C(=O)N2C1(CC1)CCCC2)OC (5-amino-7-methoxyimidazo[1,2-c]quinazolin-2-yl)(4-azaspiro[2.5]octan-4-yl)methanone